COC(=O)C1=NC(=CC(=C1Cl)NC(C)=O)[Sn](C)(C)C 4-acetylamino-3-chloro-6-(trimethylstannyl)-pyridine-2-carboxylic acid methyl ester